NC12CCC(CC1)(C2)N2C(=C(C1=C2N=CN=C1N)C=1C=NC2=CC=CC=C2C1)C#C 7-(4-aminobicyclo-[2.2.1]heptane-1-yl)6-ethynyl-5-(quinolin-3-yl)-7H-pyrrolo[2,3-d]pyrimidine-4-amine